(R)-3-((1-methylpyrrolidin-2-yl) methyl)-1H-indol-4-yl [1,4'-bipiperidine]-1'-carboxylate N1(CCCCC1)C1CCN(CC1)C(=O)OC1=C2C(=CNC2=CC=C1)C[C@@H]1N(CCC1)C